CC1CC2=C(CN1C(=O)OC(C)(C)C)C(=NN2COCC[Si](C)(C)C)C(=O)OCC 5-tert-butyl 3-ethyl 6-methyl-1-[2-(trimethylsilyl)ethoxy]methyl-1H,4H,5H,6H,7H-pyrazolo[4,3-c]pyridine-3,5-dicarboxylate